1-isopropyl-5-[(3-methoxyphenyl)methyl]-N-[(3R)-tetrahydrofuran-3-yl]pyrazolo[4,3-b]pyridin-7-amine C(C)(C)N1N=CC2=NC(=CC(=C21)N[C@H]2COCC2)CC2=CC(=CC=C2)OC